FC1=C2C(N(C(=NC2=CC=C1)[C@H]1N(CCC1)C(=O)OC(C)(C)C)C1=CC=CC=C1)=O tert-butyl (S)-2-(5-fluoro-4-oxo-3-phenyl-3,4-dihydroquinazolin-2-yl)pyrrolidine-1-carboxylate